7-((4,4-bis(((Z)-oct-5-en-1-yl) oxy) butanoyl) oxy)-4-hydroxyheptyl (9Z,12Z)-octadeca-9,12-dienoate C(CCCCCCC\C=C/C\C=C/CCCCC)(=O)OCCCC(CCCOC(CCC(OCCCC\C=C/CC)OCCCC\C=C/CC)=O)O